6-cyclopropoxy-N-(imidazo[1,2-b]pyridazin-3-yl)-2-(piperidin-4-yl)-2H-indazole-5-carboxamide C1(CC1)OC=1C(=CC2=CN(N=C2C1)C1CCNCC1)C(=O)NC1=CN=C2N1N=CC=C2